CC(C(CO)=C)(C)O 3-methyl-2-methylene-butane-1,3-diol